C(C)(C)(C)OC(NC(C)CCCCCCCBr)=O (9-Bromonon-2-yl)carbamic acid tert-butyl ester